3-chloro-5-methyl-pyrazine-2-carboxylic acid lithium salt [Li+].ClC=1C(=NC=C(N1)C)C(=O)[O-]